propanaldehyde C(CC)=O